[Cl-].C(=O)(O)C1=CN(C2=CC(=C(C=C2C1=O)F)N1CC[NH+](CC1)CCS(=O)(=O)F)C1CC1 4-(3-Carboxy-1-cyclopropyl-6-fluoro-4-oxo-1,4-dihydro-quinolin-7-yl)-1-(2-(fluorosulfonyl)ethyl)piperazin-1-ium chloride